C1(=CC=CC2=CC=CC=C12)CNCCN N-(1-Naphthylmethyl)-1,2-ethandiamin